(3R,3aS)-7-[4-[6-chloro-4-[difluoro-(5-methylmorpholin-2-yl)methyl]-2-pyridyl]piperazin-1-yl]sulfonyl-3-(hydroxymethyl)-3a,4-dihydro-3H-oxazolo[4,3-c][1,4]benzoxazin-1-one ClC1=CC(=CC(=N1)N1CCN(CC1)S(=O)(=O)C1=CC2=C(N3[C@@H](CO2)[C@@H](OC3=O)CO)C=C1)C(C1CNC(CO1)C)(F)F